O=C1NC(CCC1N1C(C2=CC=C(C=C2C1)C#CCCCNC(OC(C)(C)C)=O)=O)=O tert-butyl (5-(2-(2,6-dioxopiperidin-3-yl)-1-oxoisoindolin-5-yl)pent-4-yn-1-yl)carbamate